arginine methyl ester HCl salt Cl.COC([C@@H](N)CCCNC(N)=N)=O